COC=1C=C2C(=CC=NC2=CC1OC)OC1=C(C=CC=C1)C1=CC=C(C=C1)CN([C@@H](C)C(=O)N)C 4-{[6,7-bis(methyloxy)quinolin-4-yl]oxylphenyl}-N2-methyl-N2-(phenylmethyl)alaninamide